tert-butyl N-(5-amino-3-bromo-6-(3-(6-[(4-fluorophenyl)(methyl)carbamoyl]-2-oxo-1,2-dihydropyridin-1-yl)prop-1-yn-1-yl)pyridin-2-yl)-N-[(tert-butoxy)carbonyl]carbamate NC=1C=C(C(=NC1C#CCN1C(C=CC=C1C(N(C)C1=CC=C(C=C1)F)=O)=O)N(C(OC(C)(C)C)=O)C(=O)OC(C)(C)C)Br